CCCCCC=O (E)-2-Hexanal